(S)-2-((2-(2-methyl-1,3-dioxolan-2-yl)pent-4-en-1-yl)amino)propanedioic acid dimethyl ester COC(C(C(=O)OC)NC[C@H](CC=C)C1(OCCO1)C)=O